1-methyl-1H-benzo[d]imidazole-5-boronic acid pinacol ester CN1C=NC2=C1C=CC(=C2)B2OC(C)(C)C(C)(C)O2